N1(CCCC1)C1=NC=C(C=N1)C=1C=C2C(=NNC2=CC1)C(=O)N 5-((2-pyrrolidin-1-yl)pyrimidin-5-yl)-1H-indazole-3-carboxamide